FC1=CC(=CC2=C1N1N(C(C(C1)(C)C)=O)C21C(N(C(C1)=O)C)=O)F 5,7-Difluoro-1',2,2-trimethyl-2,3-dihydro-1H-spiro[pyrazolo[1,2-a]indazole-9,3'-pyrrolidine]-1,2',5'-trione